FC1=C(C=CC=C1CN1C(OC2=C(C=CC(=C2)O)C12COC2)=O)CS(=O)(=O)NC 1-[2-fluoro-3-({7-hydroxy-2-oxo-2,3-dihydrospiro[1,3-benzoxazine-4,3'-oxetan]-3-yl}methyl)phenyl]-N-methylmethanesulfonamide